C(C)(C)(C)OC(NC\C=C(\CBr)/F)=O (Z)-4-bromo-3-fluorobut-2-enyl-carbamic acid tert-butyl ester